BrC1=CC(=C(C(=C1)F)C=1N=C2N(C=CC(=C2)C(F)(F)F)C1C[C@H]1CN(CCO1)C(=O)OC(C)(C)C)F tert-butyl (S)-2-((2-(4-bromo-2,6-difluorophenyl)-7-(trifluoromethyl)imidazo[1,2-a]pyridin-3-yl)methyl)morpholine-4-carboxylate